(S)-N-(3-(6-(1-hydroxybutyl-1-d)-4-methylpyridin-3-yl)-1-methyl-2-oxo-1,2-dihydro-1,6-naphthyridin-7-yl)acetamide O[C@](CCC)([2H])C1=CC(=C(C=N1)C=1C(N(C2=CC(=NC=C2C1)NC(C)=O)C)=O)C